5-(p-Methoxyphenyl)-6-(1-{[6-(trifluoromethyl)-3-pyridyl]methyl}-1H-pyrazol-4-yl)-4-pyrimidinylamine COC1=CC=C(C=C1)C=1C(=NC=NC1C=1C=NN(C1)CC=1C=NC(=CC1)C(F)(F)F)N